COC=1C(=NC(=NC1)C#N)NC1=NNC2=CC(=CC=C12)[C@@H]1C[C@@]12C(NC1=CC=C(C=C21)OC)=O 5-methoxy-4-({6-[(1R,2S)-5'-methoxy-2'-oxo-1',2'-dihydrospiro[cyclopropane-1,3'-indol]-2-yl]-1H-indazol-3-yl}amino)pyrimidine-2-carbonitrile